FC1=C(C=CC=C1)C1=CC=C(C=C1)C1=CC=CC=C1 fluoro-1,1':4',1''-terphenyl